3-Methyl-4-bromo-1H-indazole CC1=NNC2=CC=CC(=C12)Br